C[Si](C=C)(C)N[Si](C)(C)C=C bis(dimethyl-(vinyl)silyl)amine